(S)-4-((6-fluoropyridin-2-yl)oxy)-N-(7-((3-hydroxyoxetan-3-yl)ethynyl)-5-methyl-4-oxo-2,3,4,5-tetrahydrobenzo[b][1,4]oxazepin-3-yl)picolinamide FC1=CC=CC(=N1)OC1=CC(=NC=C1)C(=O)N[C@@H]1C(N(C2=C(OC1)C=CC(=C2)C#CC2(COC2)O)C)=O